CN([C@@H](C(=O)N)COC(F)(F)F)C1=CC=C2C(=CC(OC2=C1)=O)C1=C(C=CC=C1)C (R)-2-(methyl(2-oxo-4-(o-tolyl)-2H-chromen-7-yl)amino)-3-(trifluoromethoxy)propanamide